(S)-5-(2-(2-methylazetidin-1-yl)-6,7-dihydro-5H-cyclopenta[d]pyrimidin-4-yl)benzo[d]oxazol-2-amine C[C@@H]1N(CC1)C=1N=C(C2=C(N1)CCC2)C=2C=CC1=C(N=C(O1)N)C2